(6S,8R)-8-methyl-2-oxo-7-(2,2,2-Trifluoroethyl)-3-trityl-2,3,6,7,8,9-hexahydrooxazolo[5,4-f]isoquinoline C[C@H]1N(CC2=CC=C3C(=C2C1)OC(N3C(C3=CC=CC=C3)(C3=CC=CC=C3)C3=CC=CC=C3)=O)CC(F)(F)F